CC=1N=C2N(N=C(C=C2C)C=2C=C3C=CN(C(C3=CC2)=O)C2CCN(CC2)CC)C1 6-{2,8-dimethylimidazo[1,2-b]pyridazin-6-yl}-2-(1-ethylpiperidin-4-yl)isoquinolin-1-one